(S)-7-(1-(4-amino-3-(3-fluoro-4-(2,2,2-trifluoroethoxy)phenyl)-1H-pyrazolo[3,4-d]pyrimidin-1-yl)ethyl)-6-(3-fluorophenyl)-3-methyl-5H-thiazolo[3,2-a]pyridin-5-one NC1=C2C(=NC=N1)N(N=C2C2=CC(=C(C=C2)OCC(F)(F)F)F)[C@@H](C)C=2C=C1N(C(C2C2=CC(=CC=C2)F)=O)C(=CS1)C